N4-[2-(2-chlorophenyl)-3-(4-chlorophenyl)-5,6,7,8-tetrahydrooxepino[3,2-c]pyrazol-8-yl]-N1-methyl-piperidine-1,4-dicarboxamide ClC1=C(C=CC=C1)N1N=C2C(=C1C1=CC=C(C=C1)Cl)OCCCC2NC(=O)C2CCN(CC2)C(=O)NC